(S)-5-((7-trifluoromethyl-2-methyl-3,4-dihydroquinolin-1(2H)-yl)sulfonyl)-2-((tetrahydro-2H-pyran-4-yl)methoxy)benzyl Alcohol FC(C1=CC=C2CC[C@@H](N(C2=C1)S(=O)(=O)C=1C=CC(=C(CO)C1)OCC1CCOCC1)C)(F)F